COC1=CC=C(C=N1)N1CCN(CC1)C1=NC=C(C=C1)B1OC(C(O1)(C)C)(C)C 1-(6-methoxypyridin-3-yl)-4-(5-(4,4,5,5-tetramethyl-1,3,2-diOxaborol-2-yl)pyridin-2-yl)piperazine